FC=1C=C(C(=O)NC23CCC(CC2)(CC3)O)C=CC1C1=NC=CC3=C1C=CO3 3-fluoro-4-(furo[3,2-c]pyridin-4-yl)-N-(4-hydroxybicyclo[2.2.2]oct-1-yl)benzamide